2-(2,6-dimethylphenyl)ethanol CC1=C(C(=CC=C1)C)CCO